CN(C(OCN1N=CC(=C(C1=O)Cl)N1CC=2N(CC1)C(=CN2)C(C2=C(C=C(C=C2)F)C(F)(F)F)=O)=O)C (5-chloro-4-(3-(4-fluoro-2-(trifluoromethyl)benzoyl)-5,6-dihydroimidazo[1,2-a]pyrazin-7(8H)-yl)-6-oxopyridazin-1(6H)-yl)methyl Dimethylcarbamate